C(#N)C=1C(=NC(=C(C1C1CC1)C#N)N1CCC(CC1)N(C)C)SC(C(=O)N)C1=CC=CC=C1 2-((3,5-dicyano-4-cyclopropyl-6-(4-(dimethylamino)piperidin-1-yl)pyridin-2-yl)sulfanyl)-2-phenylacetamide